2-(3,5-difluorophenyl)-5-propyltetrahydro-2h-pyran FC=1C=C(C=C(C1)F)C1OCC(CC1)CCC